C(#N)C1=CC(=C(COC2=NN(C=C2I)C2CCN(CC2)C(=O)OC(C)(C)C)C=C1)F Tert-butyl 4-(3-((4-cyano-2-fluorobenzyl)oxy)-4-iodo-1H-pyrazol-1-yl)piperidine-1-carboxylate